ClC1=CC=C(C=C1)C1=NC=CC(=N1)C1CN(C1)C(=O)N[C@H]1CN(CC1)C#N (R)-3-(2-(4-chlorophenyl)pyrimidin-4-yl)-N-(1-cyanopyrrolidin-3-yl)azetidine-1-carboxamide